BrC=CCC=C 1-bromo-1,4-pentadiene